1-methyl-3-(p-tolyl)-1H-pyrazole-4-carbaldehyde CN1N=C(C(=C1)C=O)C1=CC=C(C=C1)C